[OH-].C(CCCC)[P+](CCCCC)(CCCCC)CCCCC tetrapentyl-phosphonium hydroxide